COC(=O)C=1C=2C=CC=NC2C(=CC1)CN1N=C(C=2N=C(N=C(C21)N[C@H](CCO)CCC)NC(=O)OC)Br (S)-8-((3-bromo-7-((1-hydroxyhex-3-yl)amino)-5-((methoxycarbonyl)amino)-1H-pyrazolo[4,3-d]pyrimidin-1-yl)methyl)quinoline-5-carboxylic acid methyl ester